C1(CC1)[C@]1(C(N(C[C@H]1C)C=1C=2N(C=C(N1)C=1C=NN(C1)C([2H])([2H])[2H])N=CC2)=O)C#N (3R,4S)-3-cyclopropyl-4-methyl-2-oxo-1-[6-[1-(trideuteriomethyl)pyrazol-4-yl]pyrazolo[1,5-a]pyrazin-4-yl]pyrrolidine-3-carbonitrile